4-(6-(benzyloxy)pyridin-2-yl)-4-hydroxypiperidine-1-carboxylic acid tert-butyl ester C(C)(C)(C)OC(=O)N1CCC(CC1)(O)C1=NC(=CC=C1)OCC1=CC=CC=C1